N-(3-(1-(2-(4-methyl-2-oxo-1,2-dihydroquinolin-6-yl)acetyl)piperidin-4-yl)-1-(methylamino)-1-oxopropan-2-yl)picolinamide CC1=CC(NC2=CC=C(C=C12)CC(=O)N1CCC(CC1)CC(C(=O)NC)NC(C1=NC=CC=C1)=O)=O